C(C)OC(=O)C1=CC(=NN1C(C)C)[N+](=O)[O-] ethyl-1-isopropyl-3-nitro-1H-pyrazol-5-carboxylate